C(#C)C=1C=CC2=C(C(=N[C@H](C=3N2C=NC3C(=O)O)C)C3=C(C=CC=C3)F)C1 (S)-8-ethynyl-6-(2-fluorophenyl)-4-methyl-4H-benzo[f]imidazo[1,5-a][1,4]diazepine-3-carboxylic acid